(S)-1-(1-hydroxy-3-(octadecyloxy)propan-2-yl)-1H-imidazole-4-carbonitrile OC[C@@H](COCCCCCCCCCCCCCCCCCC)N1C=NC(=C1)C#N